N1(CCC1)C(=O)N1CC2(CC2)[C@H]([C@H]1CC=1C(=C(C=CC1)C1=CC(=CC=C1)F)F)CS(=O)(=O)N ((6R,7R)-5-(azetidine-1-carbonyl)-6-((2,3'-difluoro-[1,1'-biphenyl]-3-yl)methyl)-5-azaspiro[2.4]heptan-7-yl)methanesulfonamide